4-[4-(Dibutoxymethyl)piperidin-1-yl]benzoic acid C(CCC)OC(C1CCN(CC1)C1=CC=C(C(=O)O)C=C1)OCCCC